1,3-dibromopyridine BrN1CC(=CC=C1)Br